FC1=C(C=C(C=C1)N(C(=O)C=1C=CC=2N(C1)C(=CN2)C=2C=CC(=NC2)NC(OC)=O)C)C(NC)=O methyl N-[5-[6-[[4-fluoro-3-(methylcarbamoyl) phenyl]-methyl-carbamoyl]imidazo[1,2-a]pyridin-3-yl]-2-pyridyl]carbamate